ClC1=CC=C(C=C1)SCC1=CC(C(=CO1)OC(=O)C1=CC2=C(N1)C=CO2)=O 4H-Furano[3,2-b]pyrrole-5-carboxylic acid 6-(((4-chlorophenyl) thio) methyl)-4-oxo-4H-pyran-3-yl ester